(2S)-4-(5-methoxy-6-propyl-1-benzothien-2-yl)-2-methyl-4-oxobutanoic acid COC=1C(=CC2=C(C=C(S2)C(C[C@@H](C(=O)O)C)=O)C1)CCC